(7-((4,6-Dimethyl-5-(trifluoromethyl)pyridin-2-yl)oxy)-2-azaspiro[3.5]nonan-2-yl)((1s,3s)-3-hydroxy-3-methylcyclobutyl)methanone CC1=CC(=NC(=C1C(F)(F)F)C)OC1CCC2(CN(C2)C(=O)C2CC(C2)(C)O)CC1